COC(OC)[SiH2]C1=CC=CC=C1 Dimethoxymethyl-phenyl-silane